N-(4-fluoro-5-(((2S,4R)-2-methyl-4-(pyrazolo[1,5-a]pyridin-5-yloxy)pyrrolidin-1-yl)methyl)thiazol-2-yl)acetamide FC=1N=C(SC1CN1[C@H](C[C@H](C1)OC1=CC=2N(C=C1)N=CC2)C)NC(C)=O